OC1=C(C(=CC(=C1C#N)CCCCC)O)[C@H]1[C@@H](CCC(=C1)C)C(=C)C (1'R,2'R)-2,6-dihydroxy-5'-methyl-4-pentyl-2'-(prop-1-en-2-yl)-1',2',3',4'-tetrahydro-[1,1'-biphenyl]-3-carbonitrile